pentenyl chloride C(=CCCC)Cl